2-(4-(methylthio)-3-nitrophenyl)ethan-1-ol CSC1=C(C=C(C=C1)CCO)[N+](=O)[O-]